ClC1=C(C(=O)N([C@H]2CNCCC2)C2=NC=CC3=CC(=CC(=C23)C)Cl)C=CC(=C1)C=1OC(=NN1)C (R)-2-chloro-N-(6-chloro-8-methylisoquinolin-1-yl)-4-(5-methyl-1,3,4-oxadiazol-2-yl)-N-(piperidin-3-yl)benzamide